[4-(5-methyloxazolo[4,5-b]pyridin-2-yl)piperazin-1-yl]-[4-[1-(3-methyloxetan-3-yl)triazol-4-yl]phenyl]methanone CC1=CC=C2C(=N1)N=C(O2)N2CCN(CC2)C(=O)C2=CC=C(C=C2)C=2N=NN(C2)C2(COC2)C